CC1=C(C=C(C(=O)O)C=C1)OC 4-Methyl-3-methoxybenzoic acid